5-((4-(5-phenyl-5H-pyrrolo[3,2-d]pyrimidin-7-yl)piperidin-1-yl)methyl)-1H-benzo[d]imidazol-2(3H)-one C1(=CC=CC=C1)N1C=C(C=2N=CN=CC21)C2CCN(CC2)CC2=CC1=C(NC(N1)=O)C=C2